N1=NNCC1=O triazolin-5-on